COC1=C2C(NC(=NC2=CC(=C1OC)OC)C(C1=CC(=C(C=C1)OC)C)=O)=O 5,6,7-trimethoxy-2-(4-methoxy-3-methylbenzoyl)quinazolin-4(3H)-one